CN(CCN(C1=C(C=C(C(=C1)OC)NC1=NC=NC(=C1)N1OCC[C@@H]1C=1C=C(C=CC1)C1=C(C(=CC=C1)C(F)(F)F)F)NC(C=C)=O)C)C (R)-N-(2-((2-(dimethylamino)ethyl)(methyl)amino)-5-((6-(3-(2'-fluoro-3'-(trifluoromethyl)-[1,1'-biphenyl]-3-yl)isoxazolidin-2-yl)pyrimidin-4-yl)amino)-4-methoxyphenyl)acrylamide